1-(3-(pyridin-4-yl)bicyclo[1.1.1]pentan-1-yl)-4-(3,4,5-trifluorophenyl)piperidine-2,6-dione N1=CC=C(C=C1)C12CC(C1)(C2)N2C(CC(CC2=O)C2=CC(=C(C(=C2)F)F)F)=O